C(C#C)OC(=O)C1=NC(=C(C(=C1Cl)N)F)C1=CC=C2C=CNC2=C1F.ClC1=CC=C(OCCOC2=CC=C(C=C2)Cl)C=C1 1,2-di(4-chlorophenoxy)ethane prop-2-ynyl-4-amino-3-chloro-5-fluoro-6-(7-fluoro-1H-indol-6-yl)pyridine-2-carboxylate